2-[(3aS,7aS)-3a-(3,4-dimethoxyphenyl)-1-methyloctahydro-6H-indol-6-ylidene]-N-(3-hydroxyphenyl)hydrazine-1-carboxamide COC=1C=C(C=CC1OC)[C@@]12CCN([C@H]2CC(CC1)=NNC(=O)NC1=CC(=CC=C1)O)C